C(NCCOCCOCCOCCOCCC(=O)O)(=O)O 5,8,11,14-tetraoxa-2-aza-heptadecanedioic acid